[Mg].[Si](=O)=O silicon dioxide, magnesium salt